Cl.N1N=C(N=C1)N 1H-1,2,4-triazol-3-amine hydrochloride